(3-((tert-butyldimethylsilyl)oxy)-4-chlorophenyl)carbamic acid tert-butyl ester C(C)(C)(C)OC(NC1=CC(=C(C=C1)Cl)O[Si](C)(C)C(C)(C)C)=O